3-[(3-aminopropylamino)methyl]-N-[4-[S-[4-[6-chloro-4-(trifluoromethyl)-2-pyridyl]piperazin-1-yl]-N-methyl-sulfonimidoyl]phenyl]benzamide NCCCNCC=1C=C(C(=O)NC2=CC=C(C=C2)S(=O)(=NC)N2CCN(CC2)C2=NC(=CC(=C2)C(F)(F)F)Cl)C=CC1